(1-((tert-butyldimethylsilyl)oxy)-2-methylhex-2-yl)-2,7-dichloropyrido[4,3-d]pyrimidin-4-amine [Si](C)(C)(C(C)(C)C)OCC(CCCC)(C)C1=NC(=CC=2N=C(N=C(C21)N)Cl)Cl